Heptadecanoic acid 7-[4-(4-benzo[b]thiophen-4-ylpiperazin-1-yl)butoxy]-4,4-dimethyl-2-oxo-3,4-dihydro-2H-quinolin-1-ylmethyl ester S1C2=C(C=C1)C(=CC=C2)N2CCN(CC2)CCCCOC2=CC=C1C(CC(N(C1=C2)COC(CCCCCCCCCCCCCCCC)=O)=O)(C)C